3-methoxy-3-oxopropan COC(CC)=O